ClC=1C2=CN(N=C2C(=C(C1)C1=CC=C(C=C1)CN1CCC(CC1)O)Cl)C(C(=O)NC=1SC=CN1)C1=C2N(C=N1)C[C@@H](C2)F (4,7-dichloro-6-(4-((4-hydroxypiperidin-1-yl)methyl)phenyl)-2H-indazol-2-yl)-2-((R)-6-fluoro-6,7-dihydro-5H-pyrrolo[1,2-c]imidazol-1-yl)-N-(thiazol-2-yl)acetamide